BrC1=CC=C(C(=C1C(=O)N[C@H](C)C1=CC(=CC(=C1)C=1C=NN(C1)C)C1=NN(C=C1)CC)F)OCCN(C)C (R)-6-bromo-3-(2-(dimethylamino)ethoxy)-N-(1-(3-(1-ethyl-1H-pyrazol-3-yl)-5-(1-methyl-1H-pyrazol-4-yl)phenyl)ethyl)-2-fluorobenzamide